C1=C(C=CC2=CC=CC=C12)C=1C2=CC=CC=C2C(=C2C=CC=CC12)C1=CC2=CC=CC=C2C=C1 9,10-di-naphthalene-2-yl-Anthracene